C(C)(C)(C)OC(NCCCC(=O)N(C)CCCCN(CC)C(=O)C1=CC2=CC(=C(C(=C2C=C1C(N(CC)CC)=O)[N+](=O)[O-])O)O)=O N-[4-[4-[[3-(diethylcarbamoyl)-6,7-dihydroxy-5-nitro-naphthalene-2-carbonyl]-ethyl-amino]butyl-methyl-amino]-4-oxo-butyl]carbamic acid tert-butyl ester